C(C)(C)(C)C=1C=C(N(N1)C1=CC=C(C=C1)C)NC(=O)NC1=CC=C(C2=CC=CC=C12)OCCN1CCSCC1 1-[5-tert-butyl-2-p-tolyl-2H-pyrazol-3-yl]-3-[4-(2-thiomorpholin-4-yl-ethoxy)naphthalen-1-yl]-urea